C(C)(=O)O[C@H]1C=C([C@H]2OC(O[C@H]21)(C)C)COC2=CC(=C1C=C(C(=NC1=C2)N(CC2=CC=C(C=C2)OC)CC2=CC=C(C=C2)OC)Cl)F (3aS,4S,6aR)-6-(((2-(bis(4-methoxybenzyl) amino)-3-chloro-5-fluoroquinolin-7-yl) oxy) methyl)-2,2-dimethyl-3a,6a-dihydro-4H-cyclopenta[d][1,3]dioxol-4-yl acetate